1-cyclopropyl-4-[4-(4,4,5,5-tetramethyl-1,3,2-dioxaborolan-2-yl)-3,6-dihydro-2H-pyran-6-yl]pyrazole C1(CC1)N1N=CC(=C1)C1C=C(CCO1)B1OC(C(O1)(C)C)(C)C